6-(dimethylamino)-2-oxo-1,2-dihydropyridine-4-carboxylic acid methyl ester COC(=O)C1=CC(NC(=C1)N(C)C)=O